FC1=C(C=CC(=C1)F)C=1C2=C(N=CN1)N=C(S2)N(C)C 7-(2,4-difluorophenyl)-N,N-dimethylthiazolo[4,5-d]pyrimidin-2-amine